COCC1CN(CC1)CC1=C2C(=NC(=C1)C=1C=C3CN(C(C3=CC1)=O)C1C(NC(CC1)=O)=O)N(C=C2)C 3-(5-(4-((3-(methoxymethyl)pyrrolidin-1-yl)methyl)-1-methyl-1H-pyrrolo[2,3-b]pyridin-6-yl)-1-oxoisoindolin-2-yl)piperidine-2,6-dione